ClC1=C(C(=CC=C1)Cl)N1C=2N(C3=C(C1=O)C=NC(=N3)NC=3C=NC(=CC3)N3CCNCC3)C=CN2 6-(2,6-dichlorophenyl)-2-{[6-(piperazin-1-yl)pyridin-3-yl]amino}imidazo[1,2-a]pyrimido[5,4-e]pyrimidin-5(6H)-one